5-(o-tolyl)-7-(2,2,2-trifluoroethoxy)imidazo[1,2-a]quinoxalin-4(5H)-one C1(=C(C=CC=C1)N1C(C=2N(C3=CC=C(C=C13)OCC(F)(F)F)C=CN2)=O)C